4-(6-carbamoyl-1-methyl-1H-indazol-4-yl)-2-chloropyrimidine-5-carboxylic acid isopropyl ester C(C)(C)OC(=O)C=1C(=NC(=NC1)Cl)C1=C2C=NN(C2=CC(=C1)C(N)=O)C